3,4-dichlorobiphenylboronic acid ClC1=C(C(=CC=C1Cl)C1=CC=CC=C1)B(O)O